CC(C)(C)[C@@H]1COC(=O)N1 (R)-(+)-4-tert-butyl-2-oxazolidinone